N-(3-(2-amino-8-methyl-7-oxo-7,8-dihydropyrido[2,3-d]pyrimidin-6-yl)-2-fluorophenyl)-5-chloro-2-methoxypyridine-3-sulfonamide NC=1N=CC2=C(N1)N(C(C(=C2)C=2C(=C(C=CC2)NS(=O)(=O)C=2C(=NC=C(C2)Cl)OC)F)=O)C